C(CCCCCCCCCCCC=CCCCCCC)(=O)OCCCCCCCCCCCCCCCCCCCCCCCCC(=O)O 25-(eicos-13-enoyloxy)-pentacosanoic acid